COC(CN1CCC(CC1)N1N=CC(=C1)NC=1C=2N(C(=CN1)CC)C=CN2)OC N-[1-[1-(2,2-dimethoxyethyl)-4-piperidyl]pyrazol-4-yl]-5-ethyl-imidazo[1,2-a]pyrazin-8-amine